FC(C1=NN=C(O1)C=1C=C(C=C(C1)F)C1=NC=CC=C1OCC1COCC1)F 2-{3-[5-(difluoromethyl)-1,3,4-oxadiazol-2-yl]-5-fluorophenyl}-3-[(oxolan-3-yl)methoxy]pyridine